tert-Butyl 3-(2-(tetradecylamino)ethyl)pyrrolidine-1-carboxylate C(CCCCCCCCCCCCC)NCCC1CN(CC1)C(=O)OC(C)(C)C